C1(=CC=CC=C1)[C@H]1CC[C@H]2N(CCN(C2)C(=O)C2=C(C(=CC(=C2)F)C)Cl)C1 [(7R,9aR)-7-phenyl-1,3,4,6,7,8,9,9a-octahydropyrido[1,2-a]pyrazin-2-yl]-(2-chloro-5-fluoro-3-methylphenyl)methanone